2-methyl-9-(n-propoxycarbonyloxy)anthracene tert-butyl-4-{2-[(1S)-4-(tert-butoxy)-1-carbamoyl-4-oxobutyl]-4-fluoro-7-methyl-1-oxo-3H-isoindol-5-yl}piperidine-1-carboxylate C(C)(C)(C)OC(=O)N1CCC(CC1)C=1C(=C2CN(C(C2=C(C1)C)=O)[C@@H](CCC(=O)OC(C)(C)C)C(N)=O)F.CC1=CC2=C(C3=CC=CC=C3C=C2C=C1)OC(=O)OCCC